1-tetrahydropyran-2-yl-3-trimethylstannyl-indazole O1C(CCCC1)N1N=C(C2=CC=CC=C12)[Sn](C)(C)C